4-(methylenedioxy)cinnamic acid C1OC2=CC=C(C=CC(=O)O)C=C2O1